O=C1N(CCC(N1)=O)C=1C=C(OCC(=O)O)C=CC1C (3-(2,4-dioxotetrahydropyrimidin-1(2H)-yl)-4-methylphenoxy)acetic acid